O1COC2=C1C=CC(=C2)[C@@H](NC(N[C@H](COC(N(CC=2SC=CC2)C)=O)CCCC)=O)CC(=O)OC methyl (6S,10S)-10-(1,3-benzodioxol-5-yl)-6-butyl-2-methyl-3,8-dioxo-1-(2-thienyl)-4-oxa-2,7,9-triazadodecan-12-oate